(2S)-benzyl 2-aminopropionate hydrochloride Cl.N[C@H](C(=O)OCC1=CC=CC=C1)C